OC(CCC(=O)O)CC(CCCCCCCCCCCC=C)O 2,4-dihydroxyheptadec-16-en-1-yl-acetic acid